C(CCC)NC(=O)C1=CNC2=NC=C3C(=C21)N=CN3 N-butyl-3,6-dihydroimidazo[4,5-d]pyrrolo[2,3-b]pyridine-8-carboxamide